N-(4-(4-amino-5-(4-(oxetan-3-yloxy)phenyl)pyrazolo[5,1-f][1,2,4]triazin-6-yl)phenyl)acrylamide NC1=NC=NN2C1=C(C(=N2)C2=CC=C(C=C2)NC(C=C)=O)C2=CC=C(C=C2)OC2COC2